ClC1=NC=C(C(=C1)C1=C(C=NC(=C1)C1CCCC1)C(=O)NC=1SC(=NN1)O[C@H]1COCC1)OC (R)-2'-chloro-6-cyclopentyl-5'-methoxy-N-(5-((tetrahydrofuran-3-yl)oxy)-1,3,4-thiadiazol-2-yl)-(4,4'-bipyridine)-3-carboxamide